potassium isooctanol C(CCCCC(C)C)O.[K]